sodium malonate salt C(CC(=O)[O-])(=O)[O-].[Na+].[Na+]